5-(dimethylamino)-N-(4-((3-oxomorpholino)methyl)phenyl)-naphthalene-1-sulfonamide CN(C1=C2C=CC=C(C2=CC=C1)S(=O)(=O)NC1=CC=C(C=C1)CN1C(COCC1)=O)C